ClC1=C(C=CC=C1C)N1N=CC2=C1COC[C@H]2NC(=O)C2=NOC1=C2CCCC1 (S)-N-(1-(2-chloro-3-methylphenyl)-1,4,5,7-tetrahydropyrano[3,4-c]pyrazol-4-yl)-4,5,6,7-tetrahydrobenzo[d]isoxazole-3-carboxamide